ClC(C(=O)NC[C@H]1CN(C(O1)=O)C=1C=NC(=C(C1)F)N1CCN(CC1)C1=NC(=NC=C1F)Cl)Cl (S)-2,2-dichloro-N-((3-(6-(4-(2-chloro-5-fluoropyrimidin-4-yl)piperazin-1-yl)-5-fluoropyridin-3-yl)-2-oxazolidinone-5-yl)methyl)acetamide